3-(8-trifluoromethylquinolin-5-yl)-5-(trifluoromethyl)-3-azabicyclo[3.1.0]hexane-1-carboxylic acid FC(C=1C=CC(=C2C=CC=NC12)N1CC2(CC2(C1)C(F)(F)F)C(=O)O)(F)F